platinum-chromium-copper [Cu].[Cr].[Pt]